OC=1C=C2CCC3([C@H](C2=CC1)C1=CC=C(C=C1)N1CCC(CC1)CN1CCN(CC1)C=1C=C2CN(C(C2=CC1)=O)[C@@H]1C(NC(CC1)=O)=O)CCCCC3 (S)-3-(5-(4-((1-(4-((S)-6'-hydroxy-3',4'-dihydro-1'H-spiro[cyclohexane-1,2'-naphthalen]-1'-yl)phenyl)piperidin-4-yl)methyl)piperazin-1-yl)-1-oxoisoindolin-2-yl)piperidine-2,6-dione